NCCCN(CCCCN(CCCN)CCCN)CCCN N,N,N',N'-tetrakis(3-aminopropyl)-1,4-butanediamine